COC(=O)C1=C(N=C(C2=CC=CC=C12)Cl)Cl 1,3-Dichloroisoquinoline-4-carboxylic acid methyl ester